[Si](C)(C)(C(C)(C)C)OC(COC1=CC=C(C(=O)NC(C(=O)C2=CC=C(C=C2)F)N2C(N=C3C(=C2)C=CO3)=O)C=C1)C 4-{2-[(tert-butyldimethylsilyl)oxy]propoxy}-N-[2-(4-fluorophenyl)-2-oxo-1-{2-oxo-2H,3H-furo[2,3-d]pyrimidin-3-yl}ethyl]benzamide